COC1=CC=C(C=C1)C1CC(C1)N1N=C2N(C1)[C@@H](CC2)C2=NC=CN=C2 (S)-2-((1R,3S)-3-(4-methoxyphenyl)cyclobutyl)-5-(pyrazin-2-yl)-2,5,6,7-tetrahydro-3H-pyrrolo[2,1-c][1,2,4]triazol